2-methyl-1,3-propyleneglycol dibenzoate C(C1=CC=CC=C1)(=O)OCC(COC(C1=CC=CC=C1)=O)C